COC(C(C1=CN(C2=CC=CC=C12)C(=O)OC)CCC1CCNCC1)=O α-[2-(4-piperidinyl)-ethyl]-1-methoxycarbonyl-3-indoleacetic acid methyl ester